ClC=1C=C(C=C(C1)Cl)C1(CC(=NO1)C1=CC(=C(C(=O)Cl)C=C1)C)C(F)(F)F 4-[5-(3,5-dichlorophenyl)-5-trifluoromethyl-4,5-dihydro-isoxazol-3-yl]-2-methyl-benzoyl chloride